tert-butyl (3aR,8aS)-2-[(2,4-dimethoxyphenyl)methyl]-1,3-dioxo-3a,4,5,7,8,8a-hexahydropyrrolo[3,4-d]azepine-6-carboxylate COC1=C(C=CC(=C1)OC)CN1C([C@H]2CCN(CC[C@H]2C1=O)C(=O)OC(C)(C)C)=O